2-{3-[(2R,6S)-2,6-dimethylmorpholine-4-carbonyl]-5,6-dihydrocyclopenta[c]pyrazol-1(4H)-yl}-1-[4-(2-fluoro-4-methylphenyl)piperazin-1-yl]ethan-1-one C[C@@H]1CN(C[C@@H](O1)C)C(=O)C=1C2=C(N(N1)CC(=O)N1CCN(CC1)C1=C(C=C(C=C1)C)F)CCC2